NC[C@@]1(OC2=C(C1)C(=C(C(=C2)F)Cl)C2=C(C(=O)NC)C=CC(=C2F)OCCO)C2=CC=CC=C2 2-((2s,4s)-2-(aminomethyl)-5-chloro-6-fluoro-2-phenyl-2,3-dihydrobenzofuran-4-yl)-3-fluoro-4-(2-hydroxyethoxy)-N-methylbenzamide